O=C1NCC2=CC(=CC=C12)O[C@@H]1CN(CC1)CC=1N=CC2=CC(=CC=C2C1)C1CCOCC1 1-Oxo-5-(((S)-1-((7-(tetrahydro-2H-pyran-4-yl)isoquinolin-3-yl)methyl)pyrrolidin-3-yl)oxy)isoindolin